brosyl bromide S(=O)(=O)(C1=CC=C(Br)C=C1)Br